N-((4-methoxy-1-(pyridin-3-ylsulfonyl)-5-(2,4,6-trifluorophenyl)-1H-pyrrol-3-yl)methyl)methane-d3-amine COC=1C(=CN(C1C1=C(C=C(C=C1F)F)F)S(=O)(=O)C=1C=NC=CC1)CNC([2H])([2H])[2H]